5-[(7R)-7-(butylamino)-1-fluoro-3-hydroxy-5,6,7,8-tetrahydronaphthalen-2-yl]-1λ6,2,5-thiadiazolidine-1,1,3-trione C(CCC)N[C@@H]1CCC=2C=C(C(=C(C2C1)F)N1CC(NS1(=O)=O)=O)O